1-(4-bromophenyl)-3-(methylsulfonylmethyl)azetidine BrC1=CC=C(C=C1)N1CC(C1)CS(=O)(=O)C